4-[5-[4-(4-fluoropyrazol-1-yl)cyclohexoxy]-3-iodo-1,6-naphthyridin-7-yl]morpholine FC=1C=NN(C1)C1CCC(CC1)OC1=C2C=C(C=NC2=CC(=N1)N1CCOCC1)I